C(C1=CC=CC=C1)N(C1=NC=2N(C=C1OC(C(C)(O)C)C)N=CC2I)C 3-((5-(benzyl(methyl)amino)-3-iodopyrazolo[1,5-a]pyrimidin-6-yl)oxy)-2-methylbutan-2-ol